(2-(2-(4-(2-(2-boronobenzyl)-4-oxo-8,11,14,17,20-pentaoxa-2,5-diazahenicosyl)benzyl)-18-oxo-5,8,11,14,17-pentaoxa-2-azaicos-19-en-1-yl)phenyl)boronic acid B(O)(O)C1=C(CN(CC2=CC=C(CN(CC3=C(C=CC=C3)B(O)O)CCOCCOCCOCCOCCOC(C=C)=O)C=C2)CC(NCCOCCOCCOCCOCCOC)=O)C=CC=C1